(2S,3R,4R,5S)-3-(3-(difluoromethyl)-4-fluoro-2-methoxyphenyl)-N-(6-((S)-1,2-dihydroxyethyl)pyridin-3-yl)-4,5-dimethyl-5-(trifluoromethyl)tetrahydrofuran-2-carboxamide FC(C=1C(=C(C=CC1F)[C@@H]1[C@H](O[C@@]([C@@H]1C)(C(F)(F)F)C)C(=O)NC=1C=NC(=CC1)[C@@H](CO)O)OC)F